1-ethyl-2,3-dimethylimidazole chloride salt [Cl-].C(C)N1C(N(C=C1)C)C